FC(C=1C(=C(C=CC1)[C@@H](C)NC(=O)C1=NN(C(C(=C1)Br)=O)C=1C=NC=C(C1)C1=CN=NN1C1CC1)F)(F)F N-{(R)-1-[3-(trifluoromethyl)-2-fluorophenyl]ethyl}-5-bromo-1-[5-(1-cyclopropyltriazol-5-yl)-3-pyridyl]-6-oxo-1,6-dihydropyridazine-3-carboxamide